tungsten mesitylene C1(=CC(=CC(=C1)C)C)C.[W]